N-(1-(tert-butyl)-3-(3-(hydroxymethyl)cyclobutyl)-1H-pyrazol-5-yl)-2-(3-methylisoxazol-5-yl)acetamide C(C)(C)(C)N1N=C(C=C1NC(CC1=CC(=NO1)C)=O)C1CC(C1)CO